Methyl 3-(5-chloro-2-methoxyphenyl)-4,5-dihydro-1H-benzo[g]indole-2-carboxylate ClC=1C=CC(=C(C1)C1=C(NC=2C3=C(CCC12)C=CC=C3)C(=O)OC)OC